3-chloro-6-(1H-imidazol-1-yl)-N-((1r,4r)-4-methoxycyclohexyl)pyridazine-4-carboxamide ClC=1N=NC(=CC1C(=O)NC1CCC(CC1)OC)N1C=NC=C1